1-(4-(6-chloro-8-fluoro-7-(2-fluoro-6-hydroxyphenyl)-2-(2-(pyridin-2-yl)ethylamino)quinazolin-4-yl)piperazin-1-yl)prop-2-en-1-one ClC=1C=C2C(=NC(=NC2=C(C1C1=C(C=CC=C1O)F)F)NCCC1=NC=CC=C1)N1CCN(CC1)C(C=C)=O